BrC1=C(C=CC=C1OCCCCOC1OCCCC1)C#N 2-bromo-3-{[4-(3,4,5,6-tetrahydro-2H-pyran-2-yloxy)butyl]oxy}benzene-1-carbonitrile